1,5,5-trimethyl-imidazolidine-2,4-dione CN1C(NC(C1(C)C)=O)=O